N-(5-chloro-6-cyclopropoxypyridin-3-yl)-1-(quinolin-5-yl)-5-(trifluoromethyl)-1H-pyrazole-4-carboxamide ClC=1C=C(C=NC1OC1CC1)NC(=O)C=1C=NN(C1C(F)(F)F)C1=C2C=CC=NC2=CC=C1